4-[[(2S,3R,4S,5R)-3-(3,4-Difluoro-2-methoxy-phenyl)-4,5-dimethyl-5-(trifluoromethyl)tetrahydrofuran-2-carbonyl]amino]-5-fluoro-pyridin-2-carboxamid FC=1C(=C(C=CC1F)[C@@H]1[C@H](O[C@]([C@H]1C)(C(F)(F)F)C)C(=O)NC1=CC(=NC=C1F)C(=O)N)OC